tris-trimethyl-ammonium chloride [Cl-].C[NH+](C)C.C[NH+](C)C.C[NH+](C)C.[Cl-].[Cl-]